5,7-difluoro-8-methoxyisoquinolin-1-amine FC1=C2C=CN=C(C2=C(C(=C1)F)OC)N